2-{[(2S)-1,4-dioxan-2-yl]methyl}-N-{[(2R,5S)-5-methyloxolan-2-yl]methyl}-8-(trifluoromethyl)-4,5-dihydro-2H-furo[2,3-g]indazole-7-carboxamide O1[C@H](COCC1)CN1N=C2C3=C(CCC2=C1)OC(=C3C(F)(F)F)C(=O)NC[C@@H]3O[C@H](CC3)C